NC1=C(C=C2COC(C2=C1)=O)F 6-amino-5-fluoro-3H-isobenzofuran-1-one